1-Bromo-3-((methylsulfonyl)methyl)benzene BrC1=CC(=CC=C1)CS(=O)(=O)C